2,2-dimethylcaprylate CC(C(=O)[O-])(CCCCCC)C